bicyclo-[2.2.2]-oct-7-en C12CCC(CC1)C=C2